O1COC2=C1C=CC=C2C2=CC(=NC=C2C(=O)OC)C methyl 4-(benzo[d][1,3]dioxol-4-yl)-6-methylnicotinate